C(C)(C)(C)OC(=O)N1CCC(=CC1)C1=CC=C(C=C1)CN1CCN(CC1)CC1=CC=CC=C1.C(C1=CC=CC=C1)N1CCN(CC1)CC1=CC=C(C=C1)C=1CCNCC1 1-Benzyl-4-{[4-(1,2,3,6-tetrahydropyridin-4-yl)phenyl]methyl}piperazine tert-Butyl-4-{4-[(4-benzylpiperazin-1-yl)methyl]phenyl}-3,6-dihydropyridine-1(2H)-carboxylate